FC(C=1C(=C(C=CC1)[C@@H](C)NC=1C2=C(N=C(N1)C)N=C(C(=C2)N2CC1(CN(C1)C(C)=O)C2)C(F)(F)F)F)F 1-{6-[4-({(1R)-1-[3-(difluoromethyl)-2-fluorophenyl]ethyl}amino)-2-methyl-7-(trifluoromethyl)pyrido[2,3-d]pyrimidin-6-yl]-2,6-diazaspiro[3.3]heptan-2-yl}ethan-1-one